ClC=1C(=CC(=C(C1)NC=1C2=C(N=CN1)C=CC(=N2)O[C@@H]2CNCC2)F)OCC2CC2 N-[5-chloro-4-(cyclopropylmethoxy)-2-fluoro-phenyl]-6-[(3S)-pyrrolidin-3-yl]oxy-pyrido[3,2-d]pyrimidin-4-amine